C(C)(C)(C)OC(=O)C1=CC=NC2=CC=C(C=C12)N1C[C@H](CC1)CO (S)-6-(3-(hydroxymethyl)pyrrolidin-1-yl)quinoline-4-carboxylic acid tert-butyl ester